COC1=CC2=C(C(OCC3=C2C=C(C=C3)OC)=O)C=C1 2,10-dimethoxy-dibenzo[c,e]oxepin-5(7H)-one